(R)-(4-((1-(3-amino-5-(trifluoromethyl)phenyl)ethyl)amino)-2-methyl-6-((tetrahydro-2H-pyran-4-yl)amino)quinazoline-7-yl)(morpholino)methanone NC=1C=C(C=C(C1)C(F)(F)F)[C@@H](C)NC1=NC(=NC2=CC(=C(C=C12)NC1CCOCC1)C(=O)N1CCOCC1)C